(R)-5-((((3'-chloro-2'-(2-chloro-3-((3-(((3-fluoropropyl)amino)methyl)-2-methoxyphenyl)amino)phenyl)-6-methoxy-[2,4'-bipyridin]-5-yl)methyl)amino)methyl)pyrrolidin-2-one ClC=1C(=NC=CC1C1=NC(=C(C=C1)CNC[C@H]1CCC(N1)=O)OC)C1=C(C(=CC=C1)NC1=C(C(=CC=C1)CNCCCF)OC)Cl